C(C)(=O)O[C@@H]1[C@H](O[C@H]([C@@H]1OC(C)=O)N1C=2N=C(NC(C2N=C1)=O)NC(C(C)C)=O)CO [(2R,3R,4R,5R)-4-acetoxy-2-(hydroxy-methyl)-5-[2-(2-methylpropanoyl-amino)-6-oxo-1H-purin-9-yl]tetrahydrofuran-3-yl] acetate